3-(5-(5-chloro-4-((3-phenylazetidin-1-yl)methyl)pyridin-2-yl)-1-oxoisoindolin-2-yl)piperidine-2,6-dione ClC=1C(=CC(=NC1)C=1C=C2CN(C(C2=CC1)=O)C1C(NC(CC1)=O)=O)CN1CC(C1)C1=CC=CC=C1